tert-butyl 6-bromo-3-ethyl-3-methyl-2-oxoindoline-1-carboxylate BrC1=CC=C2C(C(N(C2=C1)C(=O)OC(C)(C)C)=O)(C)CC